N-(2-acetyl-4-(cyclobutylmethoxy)-3,5-difluorophenyl)-5-cyano-2-(methylsulfonyl)benzamide C(C)(=O)C1=C(C=C(C(=C1F)OCC1CCC1)F)NC(C1=C(C=CC(=C1)C#N)S(=O)(=O)C)=O